C(N)(=O)C1=CC(=NC2=C1N=CN=C2N[C@@H]2CN(C[C@H](C2)F)C(=O)[O-])Cl (3S,5S)-3-({8-carbamoyl-6-chloropyrido[3,2-d]pyrimidin-4-yl} amino)-5-fluoropiperidine-1-carboxylate